1-(8-((2,3-dichlorophenyl)thio)imidazo[1,2-c]pyrimidin-5-yl)pyrrolidin-3-amine ClC1=C(C=CC=C1Cl)SC=1C=2N(C(=NC1)N1CC(CC1)N)C=CN2